N-[4-(4-chlorophenoxy)-3-sulfamoylphenyl]-2-[2,6-dichloro-4-(trifluoromethyl)phenyl]acetamide ClC1=CC=C(OC2=C(C=C(C=C2)NC(CC2=C(C=C(C=C2Cl)C(F)(F)F)Cl)=O)S(N)(=O)=O)C=C1